7-((2-(2-acetyl-5-methoxyphenoxy)acetamido)methyl)-1-ethoxy-1,4a,5,7a-tetrahydrocyclopenta[c]pyran-4-carboxylic acid methyl ester COC(=O)C=1C2C(C(OC1)OCC)C(=CC2)CNC(COC2=C(C=CC(=C2)OC)C(C)=O)=O